2H-1,4-benzoxazinone O1C(C=NC2=C1C=CC=C2)=O